4-((5-methylquinolin-4-yl)amino)-N-(3-(pyridin-4-yloxy)phenyl)benzamide CC1=C2C(=CC=NC2=CC=C1)NC1=CC=C(C(=O)NC2=CC(=CC=C2)OC2=CC=NC=C2)C=C1